dibenzyl (3-(1-methyl-1,2,3,6-tetrahydropyridin-4-yl)-1H-indol-4-yl) phosphate P(=O)(OCC1=CC=CC=C1)(OCC1=CC=CC=C1)OC1=C2C(=CNC2=CC=C1)C=1CCN(CC1)C